6-chloro-N-[4-(difluoromethoxy)-2,5-difluorophenyl]-1-propylindole-3-sulfonamide ClC1=CC=C2C(=CN(C2=C1)CCC)S(=O)(=O)NC1=C(C=C(C(=C1)F)OC(F)F)F